C(C)(C)(C)OC(=O)N1[C@@H]2[C@@H]([C@@H](C[C@H]1CCC2)N(C)C=2N=NC(=CN2)C2=C(C=C(C=C2)Br)OCOC)F |r| (±)-(1S,2R,3R,5R)-3-((6-(4-bromo-2-(methoxymethoxy)phenyl)-1,2,4-triazin-3-yl)(methyl)amino)-2-fluoro-9-azabicyclo[3.3.1]Nonane-9-carboxylic acid tert-butyl ester